2-(azetidin-3-ylmethyl)-1-methylYl-2H-indazol-1-ium 2,2,2-trifluoroacetate FC(C(=O)[O-])(F)F.N1CC(C1)CN1[N+](C2=CC=CC=C2C1)=C